C(C(=O)[O-])C(=O)[O-] The molecule is a dicarboxylic acid dianion obtained by the deprotonation of the carboxy groups of malonic acid. It has a role as a human metabolite and a mitochondrial respiratory-chain inhibitor. It is a conjugate base of a malonate(1-).